CC(C)(C)[O-].CC(C)(C)[O-].CC(C)(C)[O-].C(=CC)[Sn+3] 1-propenyl-tin tri(t-butoxide)